COC(=O)C=1SC=C(C1NC(CN1CCCCCC1)=O)C 1-(2-((2-(methoxycarbonyl)-4-methylthiophen-3-yl)amino)-2-oxoethyl)azepan